3-oxa-9λ5,23-diazaheptacyclo[17.7.1.15,9.02,17.04,15.023,27.013,28]octacosa-1(27),2(17),4,9(28),13,15,18-heptaen-9-ylium C1=2C=3OC4=C5CCC[N+]=6CCCC(=CC4=CC3C=C3CCCN(CCC1)C23)C65